2-(4-Methoxyphenyl)-7-(methylsulfonyl)benzo[d]imidazo[2,1-b]thiazole COC1=CC=C(C=C1)C=1N=C2SC3=C(N2C1)C=CC(=C3)S(=O)(=O)C